C(CCC)OC1=C(C=C(C=C1)Cl)NC(\C=C\C1=CC(=C(C=C1)OC)OC)=O (E)-N-(2-butoxy-5-chlorophenyl)-3-(3,4-dimethoxyphenyl)acrylamide